ClC=1C(=C(C(=O)O\N=C\C(C)=O)C(=CC1)Cl)OC (E)-2-oxopropanal O-(3,6-dichloro-2-methoxybenzoyl) oxime